ClC1=C(C=CC(=C1)F)C(=O)N1C[C@@H]2CC[C@H](C1)N2C2=CC(=CC=1N2C(=NC1)C1CCC1)S(=O)(=O)CC(C)(C)C (2-chloro-4-fluoro-phenyl)-[(1S,5R)-8-[3-cyclobutyl-7-(2,2-dimethylpropylsulfonyl)imidazo[1,5-a]pyridin-5-yl]-3,8-diazabicyclo[3.2.1]octan-3-yl]methanone